BrC1=CC=C2C(=N1)N=C(O2)NC2CCCNC2 5-[(5-bromooxazolo[4,5-b]pyridin-2-yl)amino]piperidin